FC1=CC=C(C=C1)N1N=NC(=C1COC1=CC=C(N=N1)N1CCNCC1)C 4-(6-((1-(4-fluorophenyl)-4-methyl-1H-1,2,3-triazol-5-yl)methoxy)pyridazin-3-yl)piperazine